NC=1C=2N(C=CN1)C(=NC2C2=CC(=C(C=C2)NC(OC(C)(C)C)=O)OC)C2=NOC(=C2)C tert-Butyl (4-(8-amino-3-(5-methylisoxazol-3-yl)imidazo[1,5-a]pyrazin-1-yl)-2-methoxyphenyl)carbamate